tert-butyl 4-(6-methyl-7-carbonyl-4-(1-phenylethyl)-6,7-dihydro-1H-pyrrolo[2,3]pyridine-2-carboxamido)-1H-pyrazol-1-carboxylate CC1CN(C2=C(C1=C=O)NC(=C2)C(=O)NC=2C=NN(C2)C(=O)OC(C)(C)C)C(C)C2=CC=CC=C2